C1(CC1)[C@H](C(C)(C)O)N1CC2=CC=CC(=C2C1=O)NC(=O)C=1C2=C(N=CC1C)OCC2 |o1:3| (R or S)-N-(2-(1-Cyclopropyl-2-hydroxy-2-methylpropyl)-3-oxoisoindolin-4-yl)-5-methyl-2,3-dihydrofuro[2,3-b]pyridine-4-carboxamide